tert-butyl (2R)-2-[(1R)-1-hydroxyethyl]pyrrolidine-1-carboxylate O[C@H](C)[C@@H]1N(CCC1)C(=O)OC(C)(C)C